bromo-7'-fluoro-2'-methylspiro[cyclopentane-1,3'-indole] BrC1=C2C3(C(=NC2=C(C=C1)F)C)CCCC3